C(C)(C)(C)OC(=O)N1CC(C1)NN.ClC=1C(=NC=C(C1)Cl)\C=C\C1=CC(=C(C=C1)C(C)C)OC (E)-3,5-dichloro-2-(4-isopropyl-3-methoxystyryl)pyridine tert-butyl-3-hydrazineylazetidine-1-carboxylate